CC1(OC[C@@H](N1C(=O)OC(C)(C)C)C1OCCC1)C tert-butyl (4R)-2,2-dimethyl-4-(tetrahydrofuran-2-yl)oxazolidine-3-carboxylate